O=C1N(CC2=CC=CC=C12)N1C(NC(CC1)=O)=O 1-(1-oxoisoindolin-2-yl)dihydropyrimidine-2,4(1H,3H)-dione